4-benzyl-piperidone C(C1=CC=CC=C1)C1CC(NCC1)=O